COCOC=1C=C(C=C(C1)OCOC)CO (3,5-bis(methoxymethoxy)phenyl)methanol